C(=O)(OCC1C2=CC=CC=C2C2=CC=CC=C12)NCC(=O)N[C@@H](CC1=CC=CC=C1)C(=O)O fmoc-glycyl-L-phenylalanine